dimethyl 6-(4-(methylamino)phenyl)-1,3,3a,4,5,6-hexahydroisobenzofuran-4,5-dicarboxylate CNC1=CC=C(C=C1)C1C(C(C2COCC2=C1)C(=O)OC)C(=O)OC